Ethyl 6-(1,3-benzothiazol-6-ylamino)-4-(cyclopropylamino)pyridine-3-carboxylate S1C=NC2=C1C=C(C=C2)NC2=CC(=C(C=N2)C(=O)OCC)NC2CC2